ClC1=CC(=C(COC2=CC=CC(=N2)C2CCN(CC2)CC2=NC3=C(N2C)C=CC=C3OCC)C=C1)F 2-((4-(6-((4-Chloro-2-fluorobenzyl)oxy)pyridin-2-yl)piperidin-1-yl)methyl)-4-ethoxy-1-methyl-1H-benzo[d]imidazole